acrylamido-butanoic acid C(C=C)(=O)NC(C(=O)O)CC